N-(3-fluoro-4-(1-methyl-6-(1H-pyrazol-4-yl)-1H-indazol-5-yloxy)phenyl)-1-(4-fluorophenyl)-6-difluoromethoxy-2-oxo-1,2-dihydropyridine-3-carboxamide FC=1C=C(C=CC1OC=1C=C2C=NN(C2=CC1C=1C=NNC1)C)NC(=O)C=1C(N(C(=CC1)OC(F)F)C1=CC=C(C=C1)F)=O